3-trimethylsilyl-2,2,3,3-tetradeuteropropanoic acid sodium [Na].C[Si](C(C(C(=O)O)([2H])[2H])([2H])[2H])(C)C